BrC=1C=C(C=CC1)C1CCN(CC1)C1=C(C(N(C2=CC=CC=C12)C)=O)C#N 4-[4-(3-bromophenyl)piperidin-1-yl]-1-methyl-2-oxo-1,2-dihydroquinoline-3-carbonitrile